(2R)-2-[4-[4-(tert-butoxycarbonylamino)-2-chloro-phenyl]-2-oxo-chromen-7-yl]oxypropionic acid C(C)(C)(C)OC(=O)NC1=CC(=C(C=C1)C1=CC(OC2=CC(=CC=C12)O[C@@H](C(=O)O)C)=O)Cl